FC(OC1=C(C=CC(=C1)C(F)(F)F)C1=C2C(=C(N=N1)N[C@H]1CN(CCC1)C)C=NC=C2)F 1-[2-(difluoromethoxy)-4-(trifluoromethyl)phenyl]-N-[(3R)-1-methylpiperidin-3-yl]pyrido[3,4-d]pyridazin-4-amine